C(#N)C1=CC(=C(OC2=C(C(=O)NC3=CC(=NC=C3)S(=O)NC)C(=C(C=N2)C2=CC=C(C=C2)C(F)F)C)C=C1)OC 2-(4-cyano-2-methoxyphenoxy)-5-(4-(difluoromethyl)phenyl)-4-methyl-N-(2-(S-methylamino-sulfinyl)pyridin-4-yl)nicotinamide